C(=O)O.OC1=C(C=CC(=C1)C(F)(F)F)C1=NN=C(C2=CC=CC=C12)N[C@H]1CN(CCC1)CC(=O)O [(3R)-3-({4-[2-hydroxy-4-(trifluoromethyl)phenyl]phthalazin-1-yl}amino)piperidin-1-yl]acetic acid formate